monomethyl methylphosphinate CP(OC)=O